molybdenum bis(diethylbenzene) C(C)C1=C(C=CC=C1)CC.C(C)C1=C(C=CC=C1)CC.[Mo]